NC=1NC(C=2SC(=C3OCCCC1C32)Br)=O 7-amino-2-bromo-12-oxa-3-thia-6-azatricyclo[6.4.1.04,13]Tridec-1,4(13),7-trien-5-one